C(C1CO1)OC(C[Si](OCC)(OCC)OCC)C 2-glycidoxypropyl-triethoxysilane